CN(CC(=O)O)C1(CCCCC1)C#N methyl-(1-cyanocyclohexyl)glycine